4-(4-((tert-Butoxycarbonyl)amino)-6-(quinolin-3-yl)pyrimidin-2-yl)piperazine-1-carboxylic acid tert-butyl ester C(C)(C)(C)OC(=O)N1CCN(CC1)C1=NC(=CC(=N1)NC(=O)OC(C)(C)C)C=1C=NC2=CC=CC=C2C1